2-bromoethane lithium [Li].BrCC